COC=1C=C2C=NC(=NC2=CC1)C1=CC=CC=C1 6-methoxy-2-phenylquinazoline